1-(cyclopropylsulfonyl)-4-((S)-5H-imidazo[5,1-a]isoindol-5-yl)piperidin-3-ol C1(CC1)S(=O)(=O)N1CC(C(CC1)[C@@H]1N2C(C3=CC=CC=C13)=CN=C2)O